6-(3-cyclopropylphenoxy)-N-[1-[(2,4-dichlorophenyl)methyl]-2-(1,3-dioxoisoindolin-2-yl)oxy-ethyl]pyrazolo[1,5-a]pyrimidine-7-carboxamide C1(CC1)C=1C=C(OC=2C=NC=3N(C2C(=O)NC(CON2C(C4=CC=CC=C4C2=O)=O)CC2=C(C=C(C=C2)Cl)Cl)N=CC3)C=CC1